BrC1=C(C=C2NC(C=3N(C2=C1F)C(=CN3)C)(C)C)F 8-bromo-7,9-difluoro-1,4,4-trimethyl-4,5-dihydro-imidazo[1,2-a]quinoxaline